2-Amino-N-{1-[8-chloro-5-(3-hydroxy-3-methylpiperidin-1-yl)imidazo[1,5-a]-pyridin-6-yl]ethyl}pyrazolo[1,5-a]-pyrimidine-3-carboxamide trifluoro-acetate FC(C(=O)O)(F)F.NC1=NN2C(N=CC=C2)=C1C(=O)NC(C)C=1C=C(C=2N(C1N1CC(CCC1)(C)O)C=NC2)Cl